CN(C1CCN(CC1)C1=CC=C(C=2N=C(C=NC12)C)C(=O)NC=1C=C(C=2N(C1)C=C(N2)C)F)C 8-[4-(dimethylamino)piperidin-1-yl]-N-{8-fluoro-2-methylimidazo[1,2-a]pyridin-6-yl}-3-methylquinoxaline-5-carboxamide